O1CC(C1)CN1N=CC2=CC=C(C=C12)COC1=CC=CC(=N1)C1CCN(CC1)CC1=NC2=C(N1C[C@H]1OCC1)C=C(C=C2)C(=O)[O-] (S)-2-((4-(6-((1-(oxetan-3-ylmethyl)-1H-indazol-6-yl)methoxy)pyridin-2-yl) Piperidin-1-yl)methyl)-1-(oxetan-2-ylmethyl)-1H-benzo[d]imidazole-6-carboxylate